Cl.O=C1NC(CC[C@@H]1N1CC=2C(N(C=CC2C1=O)C1CCC2(CCNCC2)CC1)=O)=O (S)-2-(2,6-dioxopiperidin-3-yl)-5-(3-azaspiro[5.5]undecan-9-yl)-3,5-dihydro-1H-pyrrolo[3,4-c]pyridine-1,4(2H)-dione hydrochloride